N-(4-Cyanobenzyl)-1-methyl-6-((1-(morpholinosulfonyl)cyclopropyl)methyl)-7-oxo-4,5,6,7-tetrahydro-1H-pyrazolo[3,4-c]pyridine-3-carboxamide C(#N)C1=CC=C(CNC(=O)C2=NN(C=3C(N(CCC32)CC3(CC3)S(=O)(=O)N3CCOCC3)=O)C)C=C1